C(C)(C)(C)OC(NC1(CCN(CC1)C1=NC(=C(C(=N1)N)Br)C(N)=O)C)=O N-[1-(4-amino-5-bromo-6-carbamoyl-pyrimidin-2-yl)-4-methylpiperidin-4-yl]carbamic acid tert-butyl ester